8-(5-Nitropyridin-2-yl)-2,8-diazaspiro[4.5]decane-1,3-dione [N+](=O)([O-])C=1C=CC(=NC1)N1CCC2(CC(NC2=O)=O)CC1